harmine galacturonate O=C[C@H](O)[C@@H](O)[C@@H](O)[C@H](O)C(=O)O.C1(C)=NC=CC=2C3=CC=C(OC)C=C3NC12